C(C)(C)(C)OC(=O)N1CC=2N=C(N=CC2CC1)NC1=CC=C(C=C1)OC[C@H]1OCCOC1.C[N+]1=CC=CC2=CC=CC=C12 Methyl-quinoline-1-ium tert-butyl-2-[(4-{[(2S)-1,4-dioxan-2-yl]methoxy}phenyl)amino]-5H,6H,7H,8H-pyrido[3,4-d]pyrimidine-7-carboxylate